(R)-N-(1-(3-amino-5-(trifluoromethyl)phenyl)ethyl)-6-(3,6-dihydro-2H-pyran-4-yl)-2-methyl-8,9-dihydro-7H-cyclopenta[H]quinazolin-4-amine NC=1C=C(C=C(C1)C(F)(F)F)[C@@H](C)NC1=NC(=NC2=C3C(=C(C=C12)C=1CCOCC1)CCC3)C